BrC1=CC(=C2N(C1=O)C1(NC2=O)CCC(CC1)NS(=O)(=O)C)C N-(6'-bromo-8'-methyl-1',5'-dioxo-1',5'-dihydro-2'H-spiro[cyclohexane-1,3'-imidazo[1,5-a]pyridin]-4-yl)methanesulfonamide